F[C@@H]1[C@@H]2CCC[C@H](C[C@H]1N(C=1N=CC(=NC1)C=1C=C3C=CN=CC3=CC1O)C)N2 6-(5-(((1s,2r,3r,5r)-2-fluoro-9-azabicyclo[3.3.1]non-3-yl)(methyl)amino)pyrazin-2-yl)isoquinolin-7-ol